FC(C=1C(=C(C=CC1)[C@@H](C)NC1=NC(=NC2=CC(=C(C=C12)OCCOC)OC)C)F)([C@H]1CN(CCO1)C)F N-((1R)-1-(3-(Difluoro((R)-4-methylmorpholin-2-yl)methyl)-2-fluorophenyl)ethyl)-7-methoxy-6-(2-Methoxyethoxy)-2-methylquinazolin-4-amine